2-(dibenzo[b,d]furan-4-yl)pyridin C1=CC=C(C=2OC3=C(C21)C=CC=C3)C3=NC=CC=C3